C(#C)[C@]1(C[C@@H]2CC[C@H]3[C@@H]4CCC[C@@]4(C)CC[C@@H]3[C@]2(CC1)C)O 3α-ethynyl-3β-hydroxy-5α-androstan